FC1(CC=2C=3C1(CC(C3C=CC2)=O)O)F 3,3-difluoro-2a-hydroxy-1-oxo-2,2a,3,4-tetrahydro-1H-cyclopenta[cd]inden